(4-hydroxy-3-phenyl-2-buten-1-yl)-6-methylbenzoic acid OCC(=CCC1=C(C(=O)O)C(=CC=C1)C)C1=CC=CC=C1